FC1=C(CC2=NC3=C(N2CCOC)C=C(C=C3)C(=O)O)C=C(C(=C1)C1=NC(=CC=C1)OCC1=NC=C(N=C1)C=1N=NN(C1)C)F 2-(2,5-difluoro-4-(6-((5-(1-methyl-1H-1,2,3-triazol-4-yl)pyrazin-2-yl)methoxy)pyridin-2-yl)benzyl)-1-(2-methoxyethyl)-1H-benzo[d]imidazole-6-carboxylic acid